N,N-didecyl-10-((6-(didecylamino)-6-oxohexyl)((1S,4S)-4-hydroxycyclohex-yl)amino)decan-amide C(CCCCCCCCC)N(C(CCCCCCCCCN(C1CCC(CC1)O)CCCCCC(=O)N(CCCCCCCCCC)CCCCCCCCCC)=O)CCCCCCCCCC